BrC1=C(C(=NC=C1)C#N)OCC1=CC=C(C=C1)OC bromo-3-((4-methoxybenzyl)oxy)pyridinecarbonitrile